tert-butyl (4-(bromomethyl)benzyl)carbamate BrCC1=CC=C(CNC(OC(C)(C)C)=O)C=C1